C(C(C)C)OC1=CC=C(CNC(OC2=CC=CC=C2)=O)C=C1 Phenyl (4-Isobutoxybenzyl)Carbamate